ClC=1C(=CC(=C(C=O)C1)O)OCC=1C(=C(C=CC1)C1=C(C(=CC=C1)OCCCN1CCC2(CCC2O)CC1)C)C 5-chloro-2-hydroxy-4-((3'-(3-(1-hydroxy-7-azaspiro[3.5]non-7-yl)propoxy)-2,2'-dimethyl-[1,1'-biphenyl]-3-yl)methoxy)benzaldehyde